5,6,7,8-tetrahydrobenzopyran O1CC=CC2=C1CCCC2